ClC1=NC(=CC(=C1C(=O)Cl)C)C 2-chloro-4,6-dimethyl-3-pyridinecarbonyl chloride